BrC=1C=NC(=NC1)C1=CN(C=2N=CN=C(C21)N)C 5-(5-bromopyrimidin-2-yl)-7-methyl-7H-pyrrolo[2,3-d]pyrimidin-4-amine